(S)-3-(5-Fluoropyridin-2-ylamino)pyrrolidine-1-carboxylic acid tert-butyl ester C(C)(C)(C)OC(=O)N1C[C@H](CC1)NC1=NC=C(C=C1)F